C(C)(C)C1=C(NC2=CC=C(C=C2)OC)C(=CC=C1)C(C)C 2,6-diisopropyl-N-(4-methoxyphenyl)aniline